6-bromo-N-((6-chloroimidazo[1,2-a]pyridin-2-yl)methyl)pyrimidin-4-amine BrC1=CC(=NC=N1)NCC=1N=C2N(C=C(C=C2)Cl)C1